N-[1-[3-[[(3S)-2,6-dioxo-3-piperidyl]-methyl-amino]phenyl]-4-piperidyl]-N-methyl-carbamate O=C1NC(CC[C@@H]1N(C=1C=C(C=CC1)N1CCC(CC1)N(C([O-])=O)C)C)=O